ClC1=CC(=C(COC2=CC=CC(=N2)C2CCN(CC2)CC=2N(C3=C(C(=NC(=C3)C(=O)O)OC)N2)C)C=C1)F 2-((4-(6-((4-Chloro-2-fluorobenzyl)oxy)pyridin-2-yl)piperidin-1-yl)methyl)-4-methoxy-1-methyl-1H-imidazo[4,5-c]pyridine-6-carboxylic acid